acetone-1,2,3-13C3 [13CH3][13C](=O)[13CH3]